Ethyl 3-(2-pyridinyl)-2,3-dibromopropionate N1=C(C=CC=C1)C(C(C(=O)OCC)Br)Br